C(C)(C)(C)OC(NCC1=NC=CC(=C1)CO)=O N-[[4-(hydroxymethyl)-2-pyridinyl]methyl]carbamic acid tert-butyl ester